C(C)(SCC1CCOCC1)=O S-(tetrahydropyran-4-ylmethyl) ethanethioate